FC=1C(=C2C(=CC(=CC2=CC1)N=C(C1=CC=CC=C1)C1=CC=CC=C1)B1OC(C(O1)(C)C)(C)C)C#C[Si](C(C)C)(C(C)C)C(C)C N-[6-fluoro-4-(4,4,5,5-tetramethyl-1,3,2-dioxaborolan-2-yl)-5-(2-triisopropylsilylethynyl)-2-naphthyl]-1,1-diphenyl-methanimine